1-(2-(1,3-Dioxan-2-yl)ethyl)-5-methoxy-1H-indole O1C(OCCC1)CCN1C=CC2=CC(=CC=C12)OC